NC1CN(C1)C1=CC(=C(C(=C1)F)C1CNCCC1)F 3-(4-(3-aminoazetidin-1-yl)-2,6-difluorophenyl)piperidine